BrC1=CC2=C(N(C=N2)C2=CC=C(C(=N2)N2N=C(C=C2C)C(F)F)C#N)C=C1OC1(COC1)C 6-[5-bromo-6-(3-methyloxetan-3-yl)oxy-benzimidazol-1-yl]-2-[3-(difluoromethyl)-5-methyl-pyrazol-1-yl]pyridine-3-carbonitrile